FC1=C(C(=CC=C1)F)S(=O)(=O)NC=1C=C(C=NC1OC)C=1C=C2C(=NC=NC2=CC1)N1CCNCC1 4-(6-(5-((2,6-difluorophenyl)sulfonylamino)-6-methoxypyridin-3-yl)quinazolin-4-yl)piperazine